3-methacryloxy-propylpentamethyldisiloxane C(C(=C)C)(=O)OCCC[Si](O[Si](C)(C)C)(C)C